lactoyl-aminophenetole C(C(O)C)(=O)C=1C(=C(C=CC1)OCC)N